C1(CCCCC1)P(C1=CC(=CC=C1)C1=C(C=C(C=C1C(C)C)C(C)C)C(C)C)C1CCCCC1 dicyclohexyl-[3-(2,4,6-triisopropylphenyl)phenyl]phosphane